BrCC1=C(OCCNC(OC(C)(C)C)=O)C=CC(=C1)Cl tert-Butyl (2-(2-(bromomethyl)-4-chlorophenoxy)ethyl)carbamate